C(C)N1N=CC(=C1)C1=CC2=C(N(C(C(N2C)=O)=O)C2CCN(CC2)C2=NC=C(C=N2)C#N)N=C1 2-(4-(7-(1-ethyl-1H-pyrazol-4-yl)-1-methyl-2,3-dioxo-2,3-dihydropyrido[2,3-b]pyrazin-4(1H)-yl)piperidin-1-yl)pyrimidine-5-carbonitrile